7-Hydroxy-8-(methoxymethyl)-3-(4-methoxyphenyl)-4H-chromen-4-one OC1=CC=C2C(C(=COC2=C1COC)C1=CC=C(C=C1)OC)=O